N-(cis-3-((6-amino-5-(4-phenoxyphenyl)pyrimidin-4-yl)amino)cyclohexyl)propiolamide NC1=C(C(=NC=N1)N[C@H]1C[C@H](CCC1)NC(C#C)=O)C1=CC=C(C=C1)OC1=CC=CC=C1